Cl.FC=1C=CC(=C(C(=O)O)C1)NN 5-fluoro-2-hydrazinobenzoic acid HCl salt